6-Chloro-N2-cyclopentyl-N3-sec-butylpyridine-2,3-diamine ClC1=CC=C(C(=N1)NC1CCCC1)NC(C)CC